3-chloro-4-(N-isopropylamino)benzoic acid ClC=1C=C(C(=O)O)C=CC1NC(C)C